4-(3-chloro-2,5-dimethyl-1H-pyrrol-1-yl)benzonitrile ClC1=C(N(C(=C1)C)C1=CC=C(C#N)C=C1)C